1-(3,4-dihydroxyphenyl)-2-(4-(2-methoxyphenyl)piperazin-1-yl)ethan-1-one hydrochloride Cl.OC=1C=C(C=CC1O)C(CN1CCN(CC1)C1=C(C=CC=C1)OC)=O